NC1=C(C=CC=N1)SC1=C(C=2N(C=C1)C=C(N2)C)Cl 6-amino-5-((8-chloro-2-methylimidazo[1,2-a]pyridin-7-yl)thio)pyridine